ClC1=C(C=CC=C1)C1=NC=2N(C(N(C(C2N1C1=CC=C(C=C1)Cl)=O)CC(=O)N)=O)CC1=CC=C(C=C1)C[C@@H](CO)O 2-[8-(2-chlorophenyl)-7-(4-chlorophenyl)-3-([4-[(2S)-2,3-dihydroxypropyl]phenyl]methyl)-2,6-dioxopurin-1-yl]acetamide